(R)-3-fluoro-5-(2-hydroxypropan-2-yl)-N'-((1-oxo-1,2,3,5,6,7-hexahydro-s-indacen-4-yl)carbamoyl)thiophene-2-sulfonimidamide FC1=C(SC(=C1)C(C)(C)O)[S@@](=O)(N)=NC(NC1=C2CCC(C2=CC=2CCCC12)=O)=O